NC1CCN(CC1)C1=CC(=C(N=N1)C1=CC2=CN(N=C2C=C1)C)C1=CC=C(C#N)C=C1 4-(6-(4-aminopiperidin-1-yl)-3-(2-methyl-2H-indazol-5-yl)pyridazin-4-yl)benzonitrile